C(C)OCCSCC(=O)NC(CCC(=O)N)CNC(CSCCOCC)=O 4,5-bis[2-(ethoxyethyl-thio)acetylamino]pentanamide